C(CCC)C(C(=O)O)=C.C(C=C)(=O)OCCCC Butyl acrylate (Butyl acrylate)